tert-butyl (4-(4-((3-(difluoromethyl)-1-((1r,4r)-4-(hydroxymethyl)cyclohexyl)-1H-pyrazol-4-yl)carbamoyl)oxazol-2-yl)pyridin-2-yl)(2,2,2-trifluoroethyl)carbamate FC(C1=NN(C=C1NC(=O)C=1N=C(OC1)C1=CC(=NC=C1)N(C(OC(C)(C)C)=O)CC(F)(F)F)C1CCC(CC1)CO)F